fluoro-1-(2-methoxyethyl)-1H-benzo[d]imidazole-6-carboxylic acid FC1=NC2=C(N1CCOC)C=C(C=C2)C(=O)O